C1(CC1)CN1CCN(CC1)C1=CC(=C(C=C1)CCC(=O)NNC(/C=C/C(=O)OC)=O)C(N[C@H](C)C1=CC(=C(C=C1)OC)OC)=O Methyl (E)-4-[2-[3-[4-[4-(cyclopropylmethyl)piperazin-1-yl]-2-[[(1R)-1-(3,4-dimethoxyphenyl) ethyl]carbamoyl]phenyl]propanoyl]hydrazino]-4-oxo-but-2-enoate